4-[5-[6-(dimethylamino)-3-pyridyl]benzimidazol-1-yl]-2,6-dimethoxy-N-(2,2,2-trifluoroethyl)benzamide CN(C1=CC=C(C=N1)C1=CC2=C(N(C=N2)C2=CC(=C(C(=O)NCC(F)(F)F)C(=C2)OC)OC)C=C1)C